COC=1C(C(=CC(=CC=CC=CC(=C(C=C2C=CC(=C(C(C(N3C(C(OCCC(C(C=C(C1)C)C)=O)=O)=CC=CC3)=O)=O)O2)C)OC)C)C)C)=O 10,21-dimethoxy-6,8,12,14,20,26-hexamethyl-23,27-epoxy-3H-pyrido[2,1-c][1,4]oxaazacyclohentriacontine-1,5,11,28,29(4H,6H,31H)-pentone